N-(1-(2,5-dichlorobenzyl)-6-(7-hydroxy-1-methyl-1H-pyrrolo[2,3-c]pyridin-3-yl)-1H-indol-4-yl)ethanesulfonamide ClC1=C(CN2C=CC3=C(C=C(C=C23)C2=CN(C3=C(N=CC=C32)O)C)NS(=O)(=O)CC)C=C(C=C1)Cl